NC=1C(=CC2=C(N=CN2C2=C(C=CC=C2)F)C1C1=C(C(=CC=C1C)OCC1=CC=CC=C1)C)C(=O)N 6-amino-7-(3-benzyloxy-2,6-dimethyl-phenyl)-3-(2-fluorophenyl)benzimidazole-5-carboxamide